2-(4-bromo-2-fluorophenyl)-7-(thiazol-2-yl)pyrazolo[1,5-a]pyrimidine-5-carboxylic acid potassium salt [K+].BrC1=CC(=C(C=C1)C1=NN2C(N=C(C=C2C=2SC=CN2)C(=O)[O-])=C1)F